COCC1N(CCC1)C=1OC2=C(N1)C=CC(=C2)C=2NC=CC(C2C(=O)O)=O 2-(2-(2-(methoxymethyl)pyrrolidin-1-yl)benzo[d]oxazol-6-yl)-4-oxo-1,4-dihydropyridine-3-carboxylic acid